OCC(OCC1CCN(CC1)C1=NC=NC2=C(C=CC=C12)OC)P(O)(O)=O (2-hydroxy-1-((1-(8-methoxyquinazolin-4-yl)piperidin-4-yl)methoxy)ethyl)phosphonic acid